C1(=CC=C(C=C1)C1=NN=C(N1C1=CC=CC=C1)C1=CC=C(C=C1)C(C)(C)C)C1=CC=CC=C1 3-(biphenyl-4-yl)-4-phenyl-5-(4-tert-butylphenyl)-1,2,4-triazole